ethyl 2-{2-[3-(1-acetylazetidin-3-yl)-5'-fluoro-1'-methyl-[4,6'-biindazol]-1-yl]-N-methylacetamido}acetate C(C)(=O)N1CC(C1)C1=NN(C=2C=CC=C(C12)C1=C(C=C2C=NN(C2=C1)C)F)CC(=O)N(C)CC(=O)OCC